3-(4-fluorophenyl)-1-(3-hydroxypropyl)-2,4-dioxo-1,2,3,4-tetrahydropyrimidine-5-carboxamide FC1=CC=C(C=C1)N1C(N(C=C(C1=O)C(=O)N)CCCO)=O